CC1=CC=2C3=C(NC2C=C1)C(N(C=N3)CCC(=O)NCC=3C=C(C(=O)OC)C=CC3)=O methyl 3-((3-(8-methyl-4-oxo-4,5-dihydro-3H-pyrimido[5,4-b]indol-3-yl)propanamido)methyl)benzoate